CCCCCCCC/C=C\\CCCCCCCC(=O)OC[C@H](CO)OCCCC/C=C\\C/C=C\\C/C=C\\C/C=C\\CCCCC The molecule is a monoglyceride that is 1-oleoyl-sn-glycerol in which the hydroxyl hydrogen at position 2 is replaced by an arachidonyl group. It is an ether lipid and a monoacylglycerol. It derives from an oleic acid.